tert-Butyl 2-(4-fluoro-2,6-diisopropylphenyl)acetate FC1=CC(=C(C(=C1)C(C)C)CC(=O)OC(C)(C)C)C(C)C